2-(3,4-dihydroxyphenyl)-3,5,7-trihydroxy-6-methoxy-3,4-dihydro-2H-1-benzopyran-4-one OC=1C=C(C=CC1O)C1OC2=C(C(C1O)=O)C(=C(C(=C2)O)OC)O